isobutyryl-thiainine disulfide C(C(C)C)(=O)C1S(C=CC=C1)(=S)=S